COC(/C(=N/OC)/C1=C(C(=CC=C1)C)CO/N=C/1\CCC2=CC=C(C=C12)Br)=O (2E)-2-[2-[[(E)-(6-bromoindan-1-ylidene)amino]oxymethyl]-3-methyl-phenyl]-2-methoxyimino-acetic acid methyl ester